trans-(S)-2-aminospiro[3.3]heptane-6-carboxylic acid 1-phenylethyl ester C1(=CC=CC=C1)[C@H](C)OC(=O)C1CC2(CC(C2)N)C1